BrC=1C=NC(=NC1)N(C1=CC(=CC=C1)C(F)(F)F)C 5-bromo-N-methyl-N-(3-(trifluoromethyl)phenyl)pyrimidin-2-amine